2-fluoro-5-methyl-4-(trifluoromethyl)aniline formate C(=O)O.FC1=C(N)C=C(C(=C1)C(F)(F)F)C